(R,S)-6-(5-(5-(3-hydroxy-1-methyl-2-oxopyrrolidin-3-yl)isoxazol-3-yl)furan-2-yl)picolinamide O[C@@]1(C(N(CC1)C)=O)C1=CC(=NO1)C1=CC=C(O1)C1=CC=CC(=N1)C(=O)N